FC(C=1N=C(OC1C(=O)N1[C@@H](C2=C(CC1)NC=N2)C2=NN1C(C(=CC=C1)C)=C2)C=2N=CN(C2)C)F (S)-(4-(difluoromethyl)-2-(1-methyl-1H-imidazol-4-yl)oxazol-5-yl)(4-(4-methylpyrazolo[1,5-a]pyridin-2-yl)-6,7-dihydro-1H-imidazo[4,5-c]pyridin-5(4H)-yl)methanone